Gold (triphenylphosphine) chloride [Cl-].C1(=CC=CC=C1)P(C1=CC=CC=C1)C1=CC=CC=C1.[Au+3].[Cl-].[Cl-]